BrC=1C=NN(C1)C(C#N)(C)C (4-bromo-1H-pyrazol-1-yl)-2-methylpropanenitrile